C(#N)C=1C=CC(=C(C1)C1=NN(C=C1NC(=O)C=1C=NN2C1N=CC=C2)CC(=O)N2CC(CC2)(F)F)OC N-(3-(5-cyano-2-methoxyphenyl)-1-(2-(3,3-difluoropyrrolidin-1-yl)-2-oxoethyl)-1H-pyrazol-4-yl)pyrazolo[1,5-a]pyrimidine-3-carboxamide